C(=O)(OC(C)(C)C)N1[C@@H](CCC1)CO Boc-L-prolinol